N-[3-(2-{5-[(1R,4R,7R)-7-amino-2-azabicyclo[2.2.1]heptane-2-carbonyl]-7-methoxy-1-methyl-1H-1,3-benzodiazol-2-yl}-1-(cyclopropylmethyl)-1H-indol-6-yl)phenyl]-N-methylprop-2-enamide N[C@H]1[C@@H]2N(C[C@H]1CC2)C(=O)C2=CC1=C(N(C(=N1)C=1N(C3=CC(=CC=C3C1)C=1C=C(C=CC1)N(C(C=C)=O)C)CC1CC1)C)C(=C2)OC